tertiary butyl benzoate C(C1=CC=CC=C1)(=O)OC(C)(C)C